CC(CC(C)C)=NNC(C1=CN=CC=C1)=O N'-(1,3-Dimethylbutylidene)Nicotinic Acid Hydrazide